FC1=CC=C(C=C1)N1C(=CC2=C1C=C1C=NN(C1=C2)S(=O)(=O)C2=CC=C(C)C=C2)C(C)C 5-(4-fluorophenyl)-6-isopropyl-1-(p-toluenesulfonyl)pyrrolo[2,3-f]indazole